(S)-3-amino-3-(6-fluoro-2',6'-dimethylbiphenyl-3-yl)propionic acid ethyl ester C(C)OC(C[C@@H](C=1C=C(C(=CC1)F)C1=C(C=CC=C1C)C)N)=O